N1(CC1)C(C(=O)OCCOC(C(C)N1CC1)=O)C ethylene bis-(2-aziridinylpropionate)